NC1=CC=C(C=C1)C(=O)N1CCCC1 (4-amino-phenyl)(pyrrolidin-1-yl)methanone